CN1C2CN(CC1CC2)C(=O)OC(C)(C)C tert-butyl 8-methyl-3,8-diazabicyclo[3.2.1]octane-3-carboxylate